COC1=C2CN(C(C2=C(C=C1)C(F)(F)F)=O)C1C(NC(CC1)=O)=O 3-(4-methoxy-1-oxo-7-(trifluoromethyl)isoindolin-2-yl)piperidine-2,6-dione